C1(CCCCC1)C(=O)N[C@@H](C(=O)N[C@@H](CCCC1=CC=CC=C1)B(O)O)CC(=O)N1CCOCC1 ((R)-1-((R)-2-(cyclohexanecarboxamido)-4-morpholino-4-oxobutanamido)-4-phenylbutyl)boronic acid